acetic acid (2-hydroxytridecyl acetate) OC(CCC(=O)O)CCCCCCCCCCC.C(C)(=O)O